COC1=C(C(=CC=C1)OC)NC(=O)C1=NC(=CC=C1)C(=O)NC1=C(C=CC=C1OC)OC N2,N6-Bis(2,6-dimethoxyphenyl)pyridine-2,6-dicarboxamide